C(C)(=O)C1=C(C=C(C=C1)Cl)C=1C(=NN(C(C1)=O)C(C(=O)NC1=CC=C(C(=O)O)C=C1)CC1=CC=C(C=C1)C)OC 4-(2-(4-(2-acetyl-5-chlorophenyl)-3-methoxy-6-oxopyridazin-1(6H)-yl)-3-(p-tolyl)propanamido)benzoic acid